3-(sec-butyl)-8-fluoro-N-(1-methylpyrrolidin-3-yl)-2-oxo-1,2,3,5-tetrahydro-4H-benzo[1,4]diazepine-4-carboxamide C(C)(CC)C1C(NC2=C(CN1C(=O)NC1CN(CC1)C)C=CC(=C2)F)=O